NC1=NC=2C=C(C(=CC2C2=C1COC2)C(=O)N([C@H]2COC1=C2C=CC(=C1)S(F)(F)(F)(F)F)C)F 4-amino-7-fluoro-N-methyl-N-((3R)-6-(pentafluoro-lambda6-sulfanyl)-2,3-dihydro-1-benzofuran-3-yl)-1,3-dihydrofuro[3,4-c]quinoline-8-carboxamide